(2-chloro-4-phenoxyphenyl)methanone ClC1=C(C=CC(=C1)OC1=CC=CC=C1)C=O